COC1=C(CN=C=NC2=C(C#N)C=CC(=C2)OC)C=CC(=C1)OC 2-((((2,4-dimethoxybenzyl)imino)methylene)amino)-4-methoxybenzonitrile